CC=1C=CC=C2C(NC(=NC12)CSC1CCN(CC1)C(CNC(OC(C)(C)C)=O)=O)=O tert-Butyl (2-(4-(((8-Methyl-4-oxo-3,4-dihydroquinazolin-2-yl)methyl)thio)piperidin-1-yl)-2-oxoethyl)carbamate